CN1N=CC(=C1)C=1N=C(C=2N(C1)N=CC2)OC2CCN(CC2)S(=O)(=O)C=C 6-(1-methyl-1H-pyrazol-4-yl)-4-((1-(vinylsulfonyl)piperidin-4-yl)oxy)pyrazolo[1,5-a]pyrazine